7-(2,6-diketopiperidine-1-carbonyl)-1-methyl-3-o-tolylquinazoline-2,4(1H,3H)-dione O=C1N(C(CCC1)=O)C(=O)C1=CC=C2C(N(C(N(C2=C1)C)=O)C1=C(C=CC=C1)C)=O